C(C#C)OS(=O)(=O)CCCCCOS(=O)(=O)CC 5-(ethanesulfonyloxy)pentanesulfonic acid 2-propynyl ester